C(N)(=O)C=1C=C(C=CC1F)C=1C(=CC(=C(C1)NC(=O)C1=CN(C(C=C1C(F)F)=O)C)N1C[C@H](N([C@H](C1)C)C)C)F |r| N-[5-(3-carbamoyl-4-fluorophenyl)-4-fluoro-2-[rac-(3R,5S)-3,4,5-trimethylpiperazin-1-yl]phenyl]-4-(difluoromethyl)-1-methyl-6-oxopyridine-3-carboxamide